FC(C1=CC2=C(N=C(S2)N=C(SC)SC)C=C1)(F)F dimethyl (6-(trifluoromethyl)benzo[d]thiazol-2-yl)carbonimidodithioate